bis[N-[9-(2-naphthyl)carbazol-3-yl]-N-phenylamino]-1,1'-biphenyl C1=C(C=CC2=CC=CC=C12)N1C2=CC=CC=C2C=2C=C(C=CC12)N(C1=CC=CC=C1)C1=CC=C(C=C1)C1=CC=C(C=C1)N(C=1C=CC=2N(C3=CC=CC=C3C2C1)C1=CC2=CC=CC=C2C=C1)C1=CC=CC=C1